N-(5-(4-acetyl-3,4-dihydro-2H-pyrido[3,2-b][1,4]oxazin-6-yl)-4-((4-isopropoxy-6-(methylsulfonyl)pyridin-2-yl)amino)pyridin-2-yl)acetamide C(C)(=O)N1C2=C(OCC1)C=CC(=N2)C=2C(=CC(=NC2)NC(C)=O)NC2=NC(=CC(=C2)OC(C)C)S(=O)(=O)C